ClC=1C(=NC=CN1)NC1=C(C=CC=C1OC)OC 3-chloro-N-(2,6-dimethoxyphenyl)pyrazin-2-amine